6-chloro-8-((1S,2S)-2-(5-chloro-4-(2,2,2-trifluoroethoxy)pyridin-2-yl)cyclopropyl)imidazo[1,2-b]pyridazine ClC=1C=C(C=2N(N1)C=CN2)[C@@H]2[C@H](C2)C2=NC=C(C(=C2)OCC(F)(F)F)Cl